(S)-1-(oxetan-2-ylmethyl)-2-((4-(6-(isoquinoline-6-ylmethoxy)pyridin-2-yl)piperidin-1-yl)methyl)-1H-benzo[d]imidazole-6-carboxylic acid O1[C@@H](CC1)CN1C(=NC2=C1C=C(C=C2)C(=O)O)CN2CCC(CC2)C2=NC(=CC=C2)OCC=2C=C1C=CN=CC1=CC2